3-((5-amino-6-methylpyrazin-2-yl)ethynyl)-N-(5,8-dihydronaphthalen-2-yl)-4-methylbenzamide NC=1N=CC(=NC1C)C#CC=1C=C(C(=O)NC2=CC=3CC=CCC3C=C2)C=CC1C